CN(C)C[Si](OC)(OC)OC (N,N-dimethylamino)methyl-trimethoxysilane